ClC=1C=C2C(=C(N1)C(=O)NC1CCC(CC1)OCCOC)NC=C2 5-chloro-N-((1r,4r)-4-(2-methoxyethoxy)cyclohexyl)-1H-pyrrolo[2,3-c]pyridine-7-carboxamide